6-[2-[3-(dimethylamino)propyl]phenyl]-N'-(2-ethyl-4-hydroxy-phenyl)-4-[[(3S)-tetrahydrofuran-3-yl]amino]pyrrolo[1,2-b]pyridazine-3-carboxamidine CN(CCCC1=C(C=CC=C1)C=1C=C2N(N=CC(=C2N[C@@H]2COCC2)C(=NC2=C(C=C(C=C2)O)CC)N)C1)C